3-(((tert-butyldimethylsilyl)oxy)methyl)-2,3-dihydropyrazolo[5,1-b]oxazole [Si](C)(C)(C(C)(C)C)OCC1N2C(OC1)=CC=N2